C1(CC1)C=1C=NC(=CC1)C(=O)C1C2(NC(CC1)C2)C(=O)OC methyl cis-3-cyclopropyl-6-picolinoyl-6-azabicyclo[3.1.1]heptane-1-carboxylate